C(#N)C=1C=C(C=C2CC(CC12)C=O)NC(C(C)(C)O)=O N-(7-cyano-2-formyl-indan-5-yl)-2-hydroxy-2-methyl-propionamide